1-(Cyclopropylmethyl)-2-(2-methylbenzo[d]thiazol-6-yl)hydrazine-1,2-dicarboxylic acid di-tert-butyl ester C(C)(C)(C)OC(=O)N(N(C(=O)OC(C)(C)C)C1=CC2=C(N=C(S2)C)C=C1)CC1CC1